ClC1=C(C(=O)N2COC3=C(C2)C=CC=C3C3=CC(=C(C#N)C=C3F)N3C2COCC3CC2)C(=CC(=C1)N1[C@@H](CN(CC1)C)C)Cl 4-[3-[2,6-dichloro-4-[(2R)-2,4-dimethylpiperazin-1-yl]benzoyl]-2,4-dihydro-1,3-benzoxazin-8-yl]-5-fluoro-2-(3-oxa-8-azabicyclo[3.2.1]oct-8-yl)benzonitrile